6-(4-cyclopropyl-6-methoxypyrimidin-5-yl)-1-(4-(1-isopropyl-4-(trifluoromethyl)-1H-imidazol-2-yl)benzyl)-1H-pyrazolo[3,4-d]pyrimidine C1(CC1)C1=NC=NC(=C1C1=NC=C2C(=N1)N(N=C2)CC2=CC=C(C=C2)C=2N(C=C(N2)C(F)(F)F)C(C)C)OC